4-(dimethylamino)butyric acid CN(CCCC(=O)O)C